[Ca+2].NC=1NC=2NCC(N(C2C(N1)=O)C=O)CNC1=C(C(=O)C(C[C@H](N)C(=O)[O-])C(=O)[O-])C=CC=C1 4-[[(2-amino-5-formyl-1,4,5,6,7,8-hexahydro-4-oxo-6-pteridinyl)methylamino]benzoyl]-L-glutamic acid calcium salt